4-trimethylsilylethynyl-4',4''-diethoxyltrityl alcohol C[Si](C)(C)C#CC1=CC=C(C(C2=CC=C(C=C2)OCC)(C2=CC=C(C=C2)OCC)O)C=C1